ClC=1C(=C2CC(CC2=CC1)NC1=NC=C(C=N1)C(C(F)(F)F)N(C(=O)C1CCS(CC1)(=O)=O)C)F N-(1-(2-((5-Chloro-4-fluoro-2,3-dihydro-1H-inden-2-yl)amino)pyrimidin-5-yl)-2,2,2-trifluoroethyl)-N-methyltetrahydro-2H-thiopyran-4-carboxamide 1,1-dioxide